ClC=1C=C(C=CC1)C(CCCCCOB([O-])[O-])(C1=CC(=CC=C1)Cl)C1=CC(=CC=C1)Cl.C(CCC)[N+](CCCC)(CCCC)CCCC.C(CCC)[N+](CCCC)(CCCC)CCCC tetrabutylammonium tri(3-chlorophenyl)hexylborate